CCCCCC=CC=CC=CC=CC=CC=CC(=O)O octadecahexaenoic acid